O=C1NC(CCC1N1C(C2=CC=CC(=C2C1)CCCCCN1CCN(CC1)C1=CC=C(N=N1)C(=O)N1CCC(CC1)CCCCNC(\C=C\C=1C=NC=CC1)=O)=O)=O (E)-N-(4-(1-(6-(4-(5-(2-(2,6-dioxopiperidin-3-yl)-1-oxoisoindoline-4-yl)pentyl)piperazin-1-yl)pyridazine-3-carbonyl)piperidin-4-yl)butyl)-3-(pyridin-3-yl)acrylamide